OCCN(S(=O)(=O)C1C2C(=C(C(C1)O2)C2=CC=C(C=C2)O)C2=CC=C(C=C2)O)C2=CC=C(C=C2)OC N-(2-hydroxyethyl)-5,6-bis(4-hydroxyphenyl)-N-(4-methoxyphenyl)-7-oxabicyclo[2.2.1]hept-5-ene-2-sulfonamide